5-(6-(2,2-difluoroethoxy)-2-(2-methyl-2H-indazol-5-yl)-3-oxo-2,3-dihydropyrido[3,2-c]pyridazin-4-yl)-1H-indole-3-carbonitrile FC(COC=1C=CC2=NN(C(C(=C2N1)C=1C=C2C(=CNC2=CC1)C#N)=O)C1=CC2=CN(N=C2C=C1)C)F